5-chloro-7-(2,4-difluorophenyl)-2-(methylthio)thiazolo[4,5-d]pyrimidine ClC=1N=C(C2=C(N1)N=C(S2)SC)C2=C(C=C(C=C2)F)F